3-(3,4-dichlorophenyl)-1-ethyl-8-((4-hydroxytetrahydro-2H-pyran-4-yl)methyl)-1,3,8-triazaspiro[4.5]decane-2,4-dione ClC=1C=C(C=CC1Cl)N1C(N(C2(C1=O)CCN(CC2)CC2(CCOCC2)O)CC)=O